3,4-dihydroxyphenylalanine methacrylate C(C(=C)C)(=O)O.OC=1C=C(C[C@H](N)C(=O)O)C=CC1O